2-benzyl-2-azaspiro[3.3]heptane-6-ol C(C1=CC=CC=C1)N1CC2(C1)CC(C2)O